5-(((4-chlorophenyl)amino)methyl)-1,3,4-thiadiazol-2-amine ClC1=CC=C(C=C1)NCC1=NN=C(S1)N